(1s,4s)-4-(3-chloroanilino)-2'-(2-chlorophenyl)spiro[cyclohexane-1,1'-indene]-4-carboxylic acid ClC=1C=C(NC2(CCC3(C(=CC4=CC=CC=C34)C3=C(C=CC=C3)Cl)CC2)C(=O)O)C=CC1